FC(C)(F)C1=CC=C(C=C1)C(CC1=NC(=NC(=N1)N[C@@H](CO)CC(C)C)NS(=O)(=O)C)C N-(4-(2-(4-(1,1-difluoroethyl)phenyl)propyl)-6-(((R)-1-hydroxy-4-methylpent-2-yl)amino)-1,3,5-triazin-2-yl)methanesulfonamide